O1C(C=CC1)C=1C=C(C(=C(C1)CC(=O)OCC)OC)F ethyl 2-(5-(2,5-dihydrofuran-2-yl)-3-fluoro-2-methoxyphenyl)acetate